methyl-7,9,13,15-tetrakis(mercaptomethylthio)-1,17-dimercapto-2,4,6,10,12,16-hexathiaheptadecane CC(SCSCSC(CC(SCSC(CC(SCS)SCS)SCS)SCS)SCS)S